trimethylethan CC(C)(C)C